methyl 5-[(4-{[6-(5-chloro-2-fluorophenyl)-3-[(2-hydroxy-ethyl)sulfanyl]pyridazin-4-yl]amino}pyridin-2-yl)amino]-3-(1-methylpiperidin-4-yl)-thiophene-2-carboxylate ClC=1C=CC(=C(C1)C1=CC(=C(N=N1)SCCO)NC1=CC(=NC=C1)NC1=CC(=C(S1)C(=O)OC)C1CCN(CC1)C)F